[N+](=O)([O-])/C=C/C1=NC=CN=C1 2-[(E)-2-nitrovinyl]pyrazine